Dibromomethanol BrC(O)Br